COC1=CC=C(C=C1)S(=O)(=O)[C@]12C(OC[C@@H]2C1)=O (1R,5S)-1-((4-methoxy-phenyl)sulfonyl)-3-oxabicyclo[3.1.0]hexan-2-one